[Si](C)(C)(C(C)(C)C)OCC1C(C(CC1)=CN(C)C)=O ((tert-butyldimethylsilyloxy)methyl)-5-((dimethylamino)methylene)cyclopentan-1-one